N-(3-phenylnaphthyl)-2-(morpholinyl)-indole C1(=CC=CC=C1)C=1C=C(C2=CC=CC=C2C1)N1C(=CC2=CC=CC=C12)N1CCOCC1